2-((2-methoxyphenyl)(phenylamino)methyl)cyclohexane-1-one COC1=C(C=CC=C1)C(C1C(CCCC1)=O)NC1=CC=CC=C1